BrC1=C2C(=NN(C2=CC=C1)CC(=O)OCC)C1CCNCC1 ethyl 2-[4-bromo-3-(piperidin-4-yl)indazol-1-yl]acetate